CN(C1(CCC2(CN(C(N2)=O)C=2C=NC(=NC2)N2N=NC(=C2)C(F)(F)F)CC1)C1=CC=CC=C1)C cis-8-dimethylamino-8-phenyl-3-[2-[4-(trifluoromethyl)-1H-[1,2,3]triazol-1-yl]-pyrimidin-5-yl]-1,3-diazaspiro[4.5]decan-2-one